1-tert-butyl 2-methyl (2S,4S)-4-acetoxy-5-oxo-pyrrolidine-1,2-dicarboxylate C(C)(=O)O[C@H]1C[C@H](N(C1=O)C(=O)OC(C)(C)C)C(=O)OC